C(CCC)B1OB(OB(O1)CCCC)CCCC tributyl-boroxine